[Al].[Gd] Gadolinium-Aluminum